D-fructofuranose OCC1(O)[C@@H](O)[C@H](O)[C@H](O1)CO